10-methoxy-4-(1H,2H,3H-pyrrolo[2,3-c]pyridine-1-carbonyl)-7-thia-2,5-diazatricyclo[6.4.0.02,6]dodeca-1(12),3,5,8,10-pentaene COC=1C=C2SC3=NC(=CN3C2=CC1)C(=O)N1CCC=2C1=CN=CC2